(3-Chlorophenylamino)-1,2,3-thiadiazole-4-carboxylic acid ethyl ester C(C)OC(=O)C=1N=NSC1NC1=CC(=CC=C1)Cl